Methylenepropane C=CCC